7-butoxy-4-phenyl-3-(4-formylphenyl)coumarin C(CCC)OC1=CC=C2C(=C(C(OC2=C1)=O)C1=CC=C(C=C1)C=O)C1=CC=CC=C1